3-bromo-1-methyl-4-(2,2,2-trifluoroethoxy)pyrrole BrC1=CN(C=C1OCC(F)(F)F)C